C1(CCCC1)N(C(=O)OCC=1C(=NOC1C1=CC=C(C(=N1)C)OC[C@@H]1[C@H](CCCC1)C(=O)OC)C)C methyl (1S,2S)-2-(((6-(4-(((cyclopentyl(methyl)carbamoyl)oxy)methyl)-3-methylisoxazol-5-yl)-2-methylpyridin-3-yl)oxy)methyl)cyclohexane-1-carboxylate